NC1=C2N=CN(C2=NC(=N1)F)[C@H]1C[C@@H]([C@@](O1)(C#C)CO[P@](=O)(OC1=CC=CC=C1)N[C@@H](CC1=CC=CC=C1)C(=O)OCCCCCCCCCCCCCCCCCCCC)OC(=O)OCCCCCC Icosyl ((S)-(((2R,3S,5R)-5-(6-amino-2-fluoro-9H-purin-9-yl)-2-ethynyl-3-(((hexyloxy)carbonyl)oxy) tetrahydrofuran-2-yl)methoxy)(phenoxy)phosphoryl)-L-phenylalaninate